NS(/C=C/CNC(=O)C=1C(NC=2CCCCC2C1)=O)(=O)C1=CC(=C(C=C1)OC)F N-[(2E)-3-[amino(3-fluoro-4-methoxyphenyl)oxo-λ6-sulfanyl]prop-2-en-1-yl]-2-oxo-1,2,5,6,7,8-hexahydroquinoline-3-carboxamide